C(CCC)OC(C1CCN(CC1)C=1N=NC(=CC1)C1CCNCC1)OCCCC 3-[4-(Dibutoxymethyl)piperidin-1-yl]-6-(piperidin-4-yl)pyridazine